NC1=NN=C(C2=CC(=CC=C12)C=1C=CC(=C(C1)B(O)O)NC(C1=CC=CC=C1)=O)C [5-(1-amino-4-methylphthalazin-6-yl)-2-benzamidophenyl]boronic acid